3-((1,4-dioxan-2-yl)methoxy)-4-(2,6-dimethoxyphenyl)-2-oxo-2H-pyran-6-carboxylic acid O1C(COCC1)COC=1C(OC(=CC1C1=C(C=CC=C1OC)OC)C(=O)O)=O